C(C)OOCC 1-ethoxy ethyl ether